CC1=C(C=NC=C1)C=1C=C2C(=NC1)NC=C2C2=CC=C1C(NC3(C1=C2)CCCCC3)=O 6'-(5-(4-methylpyridin-3-yl)-1H-pyrrolo[2,3-b]pyridin-3-yl)spiro[cyclohexane-1,1'-isoindolin]-3'-one